(S)-N-((S)-2,2-difluoro-1-(6-(4-fluoro-2-(trifluoromethyl)phenyl)-1-neopentyl-1H-pyrrolo[2,3-b]pyridin-3-yl)ethyl)-2-methylpropane-2-sulfinamide FC([C@H](C1=CN(C2=NC(=CC=C21)C2=C(C=C(C=C2)F)C(F)(F)F)CC(C)(C)C)N[S@@](=O)C(C)(C)C)F